(2S,3S,4S)-5-chloro-6-fluoro-2-(((((trans)-4-hydroxy-4-methylcyclohexyl)amino)methyl)-3-methyl-2-phenyl-2,3-dihydrobenzofuran-4-yl)-3-fluoro-4-((S)-2-hydroxypropoxy)benzamide ClC=1C(=C(C(=C(C(=O)N)C1F)C1=CC=CC2=C1[C@@H](C(O2)(C2=CC=CC=C2)CNC2CCC(CC2)(C)O)C)F)OC[C@H](C)O